1-Amino-3-[(propan-2-yl)oxy]cyclobutane-1-carboxylic acid ethyl ester C(C)OC(=O)C1(CC(C1)OC(C)C)N